C(C)SC1=C(C(=CC(=C1)N(CC#C)CC1=CC=C(C=C1)F)C)NC(OC)=O Methyl (2-(ethylthio)-4-((4-fluorobenzyl)(prop-2-yn-1-yl)amino)-6-methylphenyl)carbamate